BrCCC(C(=O)O)(C)C 2-bromoethyl-isobutyric acid